(1-Methylpyrrolidine-2,2,3-triyl)trimethanol CN1C(C(CC1)CO)(CO)CO